ethyl 3-(2-chloro-4-(1-methylhydrazinyl)pyrimidine-5-carboxamido)-4-methylbenzoate ClC1=NC=C(C(=N1)N(N)C)C(=O)NC=1C=C(C(=O)OCC)C=CC1C